C1=CC=CC2=CC3=CC=C(C=C3C=C12)B(O)O Anthracene-7-boronic acid